4-{2-[5-methyl-1-(naphthalen-2-yl)-1H-pyrazol-3-yloxy]ethyl}morpholine hydrochloride Cl.CC1=CC(=NN1C1=CC2=CC=CC=C2C=C1)OCCN1CCOCC1